Dithiolic acid C1=CSSC1C(=O)O